3-((trifluoromethyl)thio)benzoyl chloride FC(SC=1C=C(C(=O)Cl)C=CC1)(F)F